NN1C(N(N=CC1=O)C1=CC(=C(C(=C1)Cl)OC1=NNC(C=2C(CCCC12)CC)=O)Cl)=O amino-2-(3,5-dichloro-4-((5-ethyl-4-oxo-3,4,5,6,7,8-hexahydrophthalazin-1-yl)oxy)phenyl)-1,2,4-triazine-3,5(2H,4H)-dione